ClC1=C(C=C(CC2(CC2)C(=O)N)C=C1)C=1NC(C=C(N1)C=1C=NC(=CC1)C(F)(F)F)=O (4-chloro-3-{6-oxo-4-[6-(trifluoromethyl)pyridin-3-yl]-1,6-dihydropyrimidin-2-yl}benzyl)cyclopropanecarboxamide